2,2-dimethyl-1-(2-(naphthalen-2-yl)quinolin-3-yl)propan-1-one CC(C(=O)C=1C(=NC2=CC=CC=C2C1)C1=CC2=CC=CC=C2C=C1)(C)C